CC1=NN(C=C1NCCCCC)CCOC(C)=O Methyl-1-(2-Acetoxyethyl)-4-(1-pentylamino)-1H-pyrazole